6,8-dihydroxy-2-[2-(3-hydroxy-4-methoxyphenyl)ethyl]chromone butyl-4-(2-(allyloxy)-2-oxoethoxy)-4-methylbenzoate C(CCC)OC(C1=CCC(C=C1)(C)OCC(=O)OCC=C)=O.OC=1C=C2C(C=C(OC2=C(C1)O)CCC1=CC(=C(C=C1)OC)O)=O